tert-Butyl (5-(4-fluorophenyl)-3-nitropyridin-2-yl)carbamate FC1=CC=C(C=C1)C=1C=C(C(=NC1)NC(OC(C)(C)C)=O)[N+](=O)[O-]